C(C)OC(=O)C1CC2=CC(=C(C=C2C1)OC1CN(C1)C(=O)OC(C)(C)C)F tert-butyl 3-[(2-ethoxycarbonyl-6-fluoro-2,3-dihydro-1H-inden-5-yl)oxy]azetidine-1-carboxylate